OCCOCCN(C(OCC1=CC=CC=C1)=O)C benzyl (2-(2-hydroxyethoxy)ethyl)(methyl)carbamate